FC=1C(=CC=2C3=C(C=NC2C1)N(C(C31CN(C1)CCC(C)C)=O)C)C=1C=C(C(=NC1)OCCNC(C)C)NS(=O)(=O)C N-(5-(7'-Fluoro-1-isopentyl-3'-methyl-2'-oxo-2',3'-dihydrospiro[azetidine-3,1'-pyrrolo[2,3-c]quinolin]-8'-yl)-2-(2-(isopropylamino)ethoxy)pyridin-3-yl)methanesulfonamide